2-((tert-butoxycarbonyl)amino)-3-(4-chlorophenyl)propanoic acid C(C)(C)(C)OC(=O)NC(C(=O)O)CC1=CC=C(C=C1)Cl